2,6-di-t-butyl-4-(hydroxymethyl)phenol C(C)(C)(C)C1=C(C(=CC(=C1)CO)C(C)(C)C)O